4-(9-(2-methoxypyridin-4-yl)-6-(2-(3-methylbenzylidene)hydrazinyl)-9H-purin-2-yl)morpholine COC1=NC=CC(=C1)N1C2=NC(=NC(=C2N=C1)NN=CC1=CC(=CC=C1)C)N1CCOCC1